(4-(4-fluoro-2,6-dimethylphenoxy)-3-(4,4,5,5-tetramethyl-1,3,2-dioxaborolan-2-yl)phenyl)ethanone FC1=CC(=C(OC2=C(C=C(C=C2)C(C)=O)B2OC(C(O2)(C)C)(C)C)C(=C1)C)C